OC1=C2C(C(=C(OC2=CC(=C1)O)C1=CC(=C(C=C1)O)O)O)=O (2R,3R)-5,7,3',4'-tetrahydroxyflavonol